cyclohexanol-d10 C1(C(C(C(C(C1[2H])([2H])[2H])([2H])[2H])([2H])[2H])([2H])[2H])(O)[2H]